1-(2-((2S,4R)-4-fluoro-2-((6-methylpyridin-2-yl)carbamoyl)pyrrolidin-1-yl)-2-oxoethyl)-5-(2-methylpyrazolo[1,5-a]pyrimidin-6-yl)-1H-pyrazolo[3,4-d]thiazole-3-carboxamide F[C@@H]1C[C@H](N(C1)C(CN1N=C(C2=C1N=C(S2)C=2C=NC=1N(C2)N=C(C1)C)C(=O)N)=O)C(NC1=NC(=CC=C1)C)=O